FC(S(=O)(=O)ON1C(C2=CC=CC=3C2=C(C1=O)C=CC3)=O)(F)F 1,3-dioxo-1H-benzo[de]isoquinolin-2(3H)-yl trifluoromethanesulfonate